(S)-6-((S)-(4-chlorophenyl)(4-fluorophenyl)methyl)-11-hydroxy-5,6-dihydro-10H-imidazo[2',1':3,4]pyrazino[1,2-b]pyridazin-10-one ClC1=CC=C(C=C1)[C@@H]([C@H]1CN2C(C=3N1N=CC(C3O)=O)=NC=C2)C2=CC=C(C=C2)F